1-(octahydrocyclopenta[c]pyrrol-5-yl)-3-(4-phenoxyphenyl)-1H-pyrazolo[3,4-d]pyrimidin-4-amine C1NCC2C1CC(C2)N2N=C(C=1C2=NC=NC1N)C1=CC=C(C=C1)OC1=CC=CC=C1